COC(=O)N1CCN(CC1)C1=CC=C(C=C1)C1=C(C=C(C=C1)Cl)N1CC(CCC1)N1N=CC(=C1C(F)(F)F)C(=O)OCC 4-(4'-chloro-2'-{3-[4-(ethoxycarbonyl)-5-(trifluoromethyl)-1H-pyrazol-1-yl]piperidin-1-yl}[1,1'-biphenyl]-4-yl)piperazine-1-carboxylic acid methyl ester